2-bromo-1-(bromomethyl)-4-chlorobenzoic acid BrC1C(C(=O)O)(C=CC(=C1)Cl)CBr